aminoindane hydrochloride Cl.NC1CCC2=CC=CC=C12